4-[1-[6-[3-(6-methyl-2-pyridyl)-1H-pyrazol-4-yl]-1,5-naphthyridin-3-yl]-4-piperidyl]morpholine CC1=CC=CC(=N1)C1=NNC=C1C=1N=C2C=C(C=NC2=CC1)N1CCC(CC1)N1CCOCC1